4-cyclopropyl-1-((2-(trimethylsilyl)ethoxy)methyl)-1H-pyrazole C1(CC1)C=1C=NN(C1)COCC[Si](C)(C)C